Lithium (borohydride) [BH4-].[Li+]